4-chloro-N-[(4-{4-[(1,1-dioxo-1λ6-thian-4-yl)amino]-1-(2,2,2-trifluoroethyl)-1H-indol-2-yl}phenyl)methyl]benzamide ClC1=CC=C(C(=O)NCC2=CC=C(C=C2)C=2N(C3=CC=CC(=C3C2)NC2CCS(CC2)(=O)=O)CC(F)(F)F)C=C1